2-octyl-2-pentenedioic acid C(CCCCCCC)C(C(=O)O)=CCC(=O)O